P(O)(O)(=O)Br bromophosphoric acid